2-(1-(6-((2-[18F]fluoroethyl)(methyl)amino)-2-naphthyl)ethylidene)malononitrile [18F]CCN(C=1C=C2C=CC(=CC2=CC1)C(C)=C(C#N)C#N)C